1-(Bromomethyl)-2-fluoro-4-chlorobenzene BrCC1=C(C=C(C=C1)Cl)F